C(C)(C)(C)OC(=O)N1C[C@@H](C[C@@H](C1)O)NC1=C(C(=NC=C1)N(CC1=CC=C(C=C1)OC)CC1=CC=C(C=C1)OC)N (3r,5s)-3-[[3-amino-2-[bis[(4-methoxyphenyl)methyl]amino]-4-pyridinyl]amino]-5-hydroxy-piperidine-1-carboxylic acid tert-butyl ester